CS(=O)(=O)OC[C@H](CC(=O)OC(C)(C)C)C(C)(C)C tert-butyl (3R)-3-[(methanesulfonyloxy)methyl]-4,4-dimethylpentanoate